hydroxy-propionic acid OC(C(=O)O)C